NC1=NC=CC2=CC=C(C=C12)C=1C=C(C2=C(C(=CO2)COC2=C(C=CC=C2C)CC(=O)O)C1)OC 2-(2-((5-(1-aminoisoquinolin-7-yl)-7-methoxybenzofuran-3-yl)methoxy)-3-methylphenyl)acetic acid